4-(isopropoxy)benzyl bromide C(C)(C)OC1=CC=C(CBr)C=C1